C(CCCCCCCCCCCCC)[N+](CC1=CC=CC=C1)(C)C N-tetradecyl-N,N-dimethyl-N-benzyl-ammonium